farnesoic acid C(C=C(C)CCC=C(C)CCC=C(C)C)(=O)O